N1[C@H](CC1)CC1=C(C=2N=NC=C(C2S1)NCC=1SC=CC1)C 6-{[(2R)-azetidin-2-yl]methyl}-7-methyl-N-[(thiophen-2-yl)methyl]thieno[3,2-c]pyridazin-4-amine